ClC=1C=C(C=C(C1)S(=O)(=O)C)NC(=O)C1=CN(C(=C1)C)C1=NC=C(C=C1C(F)(F)F)N1CC(C1)(F)F N-(3-chloro-5-(methylsulfonyl)phenyl)-1-(5-(3,3-difluoroazetidin-1-yl)-3-(trifluoromethyl)pyridin-2-yl)-5-methyl-1H-pyrrole-3-carboxamide